NC1=CC=CC(=N1)S(=O)(=O)NC(=O)C=1C(=NC(=CC1)C=1C=NC(=CC1)OCC(C)(C)C)N1C(CC(C1)C)(C)C N-[(6-Amino-2-pyridyl)sulfonyl]-6-[6-(2,2-dimethylpropoxy)-3-pyridyl]-2-(2,2,4-trimethylpyrrolidin-1-yl)pyridin-3-carboxamid